4-((5-chlorothiophen-2-yl)(cyano)methylene)-N-methyl-N-(oxetan-3-yl)piperidine-1-carboxamide ClC1=CC=C(S1)C(=C1CCN(CC1)C(=O)N(C1COC1)C)C#N